1-(3-((4-(1H-pyrazol-1-yl)benzyl)(3-methoxybenzyl)amino)benzyl)piperazine-2,5-dione N1(N=CC=C1)C1=CC=C(CN(C=2C=C(CN3C(CNC(C3)=O)=O)C=CC2)CC2=CC(=CC=C2)OC)C=C1